C(CC)(=O)NC1=CC=C(C=C1)S(=O)(=O)NC1=C(N=CS1)C(=O)O 5-[(4-propanamidophenyl)sulfonylamino]-1,3-thiazole-4-carboxylic acid